C(C)C1(CC2=CC=CC=C2C1)C=1N=CN(C1)C(=O)N(C)C 4-(2-ethylindan-2-yl)-N,N-dimethyl-1H-imidazole-1-carboxamide